tert-Butyl 7-[8-(tert-butoxycarbonylamino)-7-fluoro-3-(tetrahydropyran-4-yloxycarbonylamino)-6-isoquinolyl]-8-methyl-2,3-dihydropyrido[2,3-b][1,4]oxazine-1-carboxylate C(C)(C)(C)OC(=O)NC=1C(=C(C=C2C=C(N=CC12)NC(=O)OC1CCOCC1)C1=C(C2=C(OCCN2C(=O)OC(C)(C)C)N=C1)C)F